N1=CC(=CC=C1)C1C(CNC1)C1=CC2=C(N=NC(=C2)C2=C(C=CC=C2)O)N1 2-(6-(4-(pyridin-3-yl)pyrrolidin-3-yl)-7H-pyrrolo[2,3-c]pyridazin-3-yl)phenol